C1(CC1)S(=O)(=O)NC=1SC=C(N1)C(C)(C)NC(C1=CC=C(C=C1)C=1C=NC=C(C1)C(F)(F)F)=O N-(2-(2-(cyclopropanesulfonamido)thiazol-4-yl)propan-2-yl)-4-(5-(trifluoromethyl)pyridin-3-yl)benzamide